(3,6-Di-tert-butyl-9H-carbazol-9-yl)-2-(5-methoxy-1,3-dioxoisoindolin-2-yl)propionic acid C(C)(C)(C)C=1C=CC=2N(C3=CC=C(C=C3C2C1)C(C)(C)C)C(C(=O)O)(C)N1C(C2=CC=C(C=C2C1=O)OC)=O